(S)-(6-(1-methyl-1H-pyrazol-4-yl)pyrazolo[1,5-a]pyridin-3-yl)(4-(4-(trifluoromethyl)pyrazolo[1,5-a]pyridin-2-yl)-6,7-dihydro-1H-imidazo[4,5-c]pyridin-5(4H)-yl)methanone CN1N=CC(=C1)C=1C=CC=2N(C1)N=CC2C(=O)N2[C@@H](C1=C(CC2)NC=N1)C1=NN2C(C(=CC=C2)C(F)(F)F)=C1